3-methyl-7-((4-(2-methyl-8-(methylamino)-1,7-naphthyridin-3-yl)piperazin-1-yl)methyl)-4-thioxo-3,4-dihydroquinazolin-2(1H)-one CN1C(NC2=CC(=CC=C2C1=S)CN1CCN(CC1)C=1C(=NC2=C(N=CC=C2C1)NC)C)=O